8-Fluoro-5-(2-fluoro-4-iodo-phenylamino)-imidazo[1,5-a]pyridine-6-carboxylic acid ((S)-2-hydroxy-propoxy)-amide O[C@H](CONC(=O)C=1C=C(C=2N(C1NC1=C(C=C(C=C1)I)F)C=NC2)F)C